4-(5-bromopyridin-2-yl)piperazine BrC=1C=CC(=NC1)N1CCNCC1